N-(3-methyl-1,2,4-thiadiazol-5-yl)-2-(trifluoromethoxy)-benzamide CC1=NSC(=N1)NC(C1=C(C=CC=C1)OC(F)(F)F)=O